NC=1N=C(SC1C(=O)C1=CC=C(C=C1)OC(F)F)NC1=CC2=C(OC(O2)(F)F)C=C1 {4-amino-2-[(2,2-difluoro-1,3-benzodioxol-5-yl)amino]-1,3-thiazol-5-yl}[4-(difluoromethoxy)phenyl]methanone